(R,Z)-1-(2-(3-chloro-5-(5-fluoropyrimidin-2-yl)phenyl)-4-(3-chloroacryloyl)piperazin-1-yl)-4-hydroxybutan-1-one ClC=1C=C(C=C(C1)C1=NC=C(C=N1)F)[C@H]1N(CCN(C1)C(\C=C/Cl)=O)C(CCCO)=O